spiro[1H-pyrrolo[2,3-b]pyridine-3,6'-5,7-dihydrocyclopenta[b]pyridine]-3'-carboxylic acid N1=C2C(=CC(=C1)C(=O)O)CC1(C2)CNC2=NC=CC=C21